C[Si](OC(C(C)C1=CC=CC=C1)(C)C1=CC=CC=C1)(C)C 3-trimethylsiloxy-2,3-diphenylbutane